(R)-2-methyl-N-[(1s,4s)-4-{6-[(cyclopropylmethyl)sulfanyl]pyridin-3-yl}-1',3'-dihydrospiro[cyclohexane-1,2'-inden]-3'-yl]propane-2-sulfinamide CC(C)(C)[S@@](=O)NC1C2(CC3=CC=CC=C13)CCC(CC2)C=2C=NC(=CC2)SCC2CC2